1-(3-methoxyphenyl)prop-2-en-1-ol COC=1C=C(C=CC1)C(C=C)O